[S-]SSSS[S-].[Li+].[Li+] dilithium hexasulfide